eicosenyl docosenoate CCCCCCCCCCCCCCCCCCC/C=C/C(=O)O/C=C/CCCCCCCCCCCCCCCCCC